O=C1NC(CCC1NC(=O)C1=CC=C(C=C1)N1CCN(CC1)C(=O)NCCN1CCN(CC1)C1=CC=C(C=C1)[C@H]1[C@H](CCC2=CC(=CC=C12)O)C1=CC=CC=C1)=O 4-(4-((2,6-dioxopiperidin-3-yl)carbamoyl)phenyl)-N-(2-(4-(4-((1R,2S)-6-hydroxy-2-phenyl-1,2,3,4-tetrahydronaphthalen-1-yl)phenyl)piperazin-1-yl)ethyl)piperazine-1-carboxamide